FC=1C=C2C=NN(C2=CC1C1=C2C=CC=C(C2=CC=C1)CC(=O)NCC(=O)NCC(=O)O)C (2-{2-[5-(5-fluoro-1-methylindazol-6-yl)naphthalen-1-yl]acetamido}acetamido)acetic acid